C1(CCC1)C1=NN(C2=NC(=CC(=C21)N2CCC(CC2)COC)C(=O)NS(=O)(=O)CCN(C)C)C2=CC=CC=C2 3-cyclobutyl-N-[2-(dimethylamino)ethanesulfonyl]-4-[4-(methoxymethyl)piperidin-1-yl]-1-phenyl-1H-pyrazolo[3,4-b]pyridine-6-carboxamide